2-(4-butoxy-2,6-difluorophenyl)acetaldehyde C(CCC)OC1=CC(=C(C(=C1)F)CC=O)F